N-[4-Methoxy-7-(4-methoxycyclohex-1-en-1-yl)-[1,3]thiazolo[4,5-c]pyridin-2-yl]-8-oxa-2-azaspiro[4.5]decan-2-carboxamid COC1=NC=C(C2=C1N=C(S2)NC(=O)N2CC1(CC2)CCOCC1)C1=CCC(CC1)OC